C1C(CC2=CC=CC=C12)NC(C[N+]1(CCCCCC1)CC(=O)NC1=C(SC=C1C)C(=O)OC)=O 1-(2-((2,3-dihydro-1H-inden-2-yl)amino)-2-oxoethyl)-1-(2-((2-(methoxycarbonyl)-4-methylthiophen-3-yl)amino)-2-oxoethyl)azepan-1-ium